1-azido-3-chloropropane N(=[N+]=[N-])CCCCl